vinyl propionate (vinyl propionate) C(=C)C(C(=O)O)C.C(CC)(=O)OC=C